C1(=CC=CC2=CC=CC=C12)NC(NC(C)=O)=S 3-(1-naphthyl)-1-acetyl-thiourea